tert-butyl 4-((6-(5-cyanopyrazin-2-ylamino)-3-(2,2,2-trifluoroethoxy)pyridazin-4-ylamino)methyl)piperidine-1-carboxylate C(#N)C=1N=CC(=NC1)NC1=CC(=C(N=N1)OCC(F)(F)F)NCC1CCN(CC1)C(=O)OC(C)(C)C